FC1=C(C=CC(=N1)C(=O)NC([2H])([2H])[2H])N1CCN(CC1)C([2H])([2H])C=1C(=C2NC(C(=NC2=CC1)C)=O)F 6-fluoro-5-(4-((5-fluoro-2-methyl-3-oxo-4H-quinoxalin-6-yl)methyl-d2)piperazin-1-yl)-N-(methyl-d3)pyridine-2-carboxamide